1-cyclopentyl-7-((2-methoxy-4-(4-methylpiperazin-1-yl)phenyl)amino)-3-methyl-3,4-dihydropyrimido[4,5-d]pyrimidin-2(1H)-one C1(CCCC1)N1C(N(CC=2C1=NC(=NC2)NC2=C(C=C(C=C2)N2CCN(CC2)C)OC)C)=O